C(CC)OC(\C=C\C(=O)OCCC)=O (E)-but-2-enedioic acid dipropyl ester